2-(3-cyclobutyl-4-(3-fluorophenyl)-6-oxopyridazin-1(6H)-yl)acetic acid C1(CCC1)C1=NN(C(C=C1C1=CC(=CC=C1)F)=O)CC(=O)O